FC(OCC(C(=O)C=1N=C2N(N1)[C@@H](C[C@@H]2F)C2=CC=CC=C2)(C)C)F 3-(difluoromethoxy)-2,2-dimethyl-1-((5S,7S)-7-fluoro-5-phenyl-6,7-dihydro-5H-pyrrolo[1,2-b][1,2,4]triazol-2-yl)propan-1-one